2-((1-(4-chlorophenyl)-2-methyl-1H-indol-6-yl)methylene)malonic acid diethyl ester C(C)OC(C(C(=O)OCC)=CC1=CC=C2C=C(N(C2=C1)C1=CC=C(C=C1)Cl)C)=O